FC1=CC(=CC=2N(C(=NC21)CO)CCN2C(=NC=C2)C)C(=O)OC Methyl 4-fluoro-2-(hydroxymethyl)-1-(2-(2-methyl-1H-imidazol-1-yl)ethyl)-1H-benzo[d]imidazole-6-carboxylate